C1(=CC=CC=C1)N1C=NC(=C1)C 1-phenyl-4-methylimidazole